FC([C@@H](C)NC(=O)C=1C=NN2C1C=C(C=C2)C2=CNC=1N=C(N=CC12)CCC(F)(F)F)(F)F (R)-N-(1,1,1-trifluoropropan-2-yl)-5-(2-(3,3,3-trifluoropropyl)-7H-pyrrolo[2,3-d]pyrimidin-5-yl)pyrazolo[1,5-a]pyridine-3-carboxamide